(R)-3-chloropropiophenone ClCCC(=O)C1=CC=CC=C1